3-sulfopropyl-methyl-acrylic acid potassium salt [K+].S(=O)(=O)([O-])CCCC=C(C(=O)[O-])C.[K+]